N-(methyl-d3)-4-((3-(methylsulfinyl)pyridin-2-yl)amino)pyridazine-3-carboxamide C(NC(=O)C=1N=NC=CC1NC1=NC=CC=C1S(=O)C)([2H])([2H])[2H]